[Na+].C12(C(=O)CC(CC1)C2(C)C)CS(=O)(=O)[O-] camphorsulfonic acid-sodium salt